ClC1=C(C(=O)N2CCN(CC2)C(=O)N[C@@H]2CNC[C@H]2O)C=CC(=C1)NC(=O)C=1N(C(=CN1)C1=C(C(=C(C=C1)OC)F)F)C 4-[2-chloro-4-[[5-(2,3-difluoro-4-methoxy-phenyl)-1-methyl-imidazole-2-carbonyl]amino]benzoyl]-N-[(3r,4r)-4-hydroxypyrrolidin-3-yl]piperazine-1-carboxamide